(R)-1-(1-acryloylpiperidin-3-yl)-3-(4-(3-methoxyphenoxy)phenyl)-1H-imidazo[4,5-c]pyridin-2(3H)-one C(C=C)(=O)N1C[C@@H](CCC1)N1C(N(C=2C=NC=CC21)C2=CC=C(C=C2)OC2=CC(=CC=C2)OC)=O